CN(C(C)=O)[C@@H]1C(=NN(C1)C(=O)N[C@@H](C)C=1C=NC(=CC1)C(F)(F)F)C1=CC=C(C=C1)C (S)-4-(N-methylacetamido)-3-(4-methylphenyl)-N-((S)-1-(6-(trifluoromethyl)pyridin-3-yl)ethyl)-4,5-dihydro-1H-pyrazol-1-carboxamide